1-(5-(trifluoromethyl)pyridin-2-yl)-1H-pyrazol FC(C=1C=CC(=NC1)N1N=CC=C1)(F)F